N-[7-(3,6-dihydro-2H-pyran-4-yl)-4-methoxy-[1,3]thiazolo[4,5-c]pyridin-2-yl]-2-oxa-7-azaspiro[4.4]nonane-7-carboxamide O1CCC(=CC1)C=1C2=C(C(=NC1)OC)N=C(S2)NC(=O)N2CC1(CCOC1)CC2